C(C)SC=1OC2=C(C=C(C=C2C(C1C)=O)C)[C@@H](C)N(C1=C(C(=O)OC(C)(C)C)C=CC=C1)S(=O)(=O)C1=C(C=CC=C1)[N+](=O)[O-] tert-butyl 2-[[(1R)-1-(2-ethylsulfanyl-3,6-dimethyl-4-oxo-chromen-8-yl)ethyl]-(2-nitrophenyl)sulfonyl-amino]benzoate